sodium [2-(adamantane-1-carbonyloxy)-ethoxycarbonyl]-difluoromethanesulfonate C12(CC3CC(CC(C1)C3)C2)C(=O)OCCOC(=O)C(S(=O)(=O)[O-])(F)F.[Na+]